CC=1C=CC(=NC1)C1=CC=C(C=C1)C1=NNC2=NC=C(C=C21)C=2C=CC1=C(CC[C@H](CC1)N1C3COCC1C3)C2 6-[(7S)-2-{3-[4-(5-Methylpyridin-2-yl)phenyl]-1H-pyrazolo[3,4-b]pyridin-5-yl}-6,7,8,9-tetrahydro-5H-benzo[7]annulen-7-yl]-3-oxa-6-azabicyclo[3.1.1]heptane